4-amino-2-(β-hydroxyethylaminomethyl)phenol NC1=CC(=C(C=C1)O)CNCCO